4-{(1R,2R)-2-[3-(3-bromophenyl)-1,2,4-oxadiazol-5-yl]cyclopropyl}benzenesulfonamide BrC=1C=C(C=CC1)C1=NOC(=N1)[C@H]1[C@@H](C1)C1=CC=C(C=C1)S(=O)(=O)N